FC1CN(CC1)C(=O)OC1=C(C=C(C=C1)C1=CN(C=2N=CN=C(C21)N)C)F 4-(4-amino-7-methyl-7H-pyrrolo[2,3-d]pyrimidin-5-yl)-2-fluorophenyl 3-fluoropyrrolidine-1-carboxylate